N-Benzyl-1-methyl-1H-pyrazolo[3,4-d]pyrimidin-4-amine C(C1=CC=CC=C1)NC1=C2C(=NC=N1)N(N=C2)C